C(C(=C)C)(=O)OC(C)(C)C tert.-Butyl methacrylate